C1(=CC=CC=C1)P(O)(O)=S.FC[C@@H]1[C@@H](C1)C(=O)NC=1N=CC2=C(N=CC(=C2C1)C=1OC2=C(N1)C=C(C=C2)OC)NC (1R,2S)-2-(fluoromethyl)-N-(5-(5-methoxybenzo[d]oxazol-2-yl)-8-(methylamino)-2,7-naphthyridin-3-yl)cyclopropane-1-carboxamide phenyl-thiophosphonate